C1=CC=CC=2C3=CC=CC=C3N(C12)C1=CC=C(C=C1)C1=C(C=CC=C1N1C2=CC=CC=C2C=2C=C(C=CC12)C)N1C2=CC=CC=C2C=2C=C(C=CC12)C 4'-(9H-carbazol-9-yl)-2,6-bis(3-methyl-9H-carbazol-9-yl)-[1,1'-biphenyl]